2,2'-bis(4-methoxybenzoyl)benzidine COC1=CC=C(C(=O)C2=C(C=CC(=C2)N)C2=C(C=C(N)C=C2)C(C2=CC=C(C=C2)OC)=O)C=C1